CN(C)CC(=C)C=C 2-(N,N-dimethylaminomethyl)-1,3-butadiene